C(C1=CC=CC=C1)C1=CC=C(C=C1)NC(CC(C)Cl)=O N-(4-benzylphenyl)-3-chlorobutanamide